6-chloro-2-(3,4-dimethoxyphenyl)-3-hydroxy-4h-1-benzopyran-4-one ClC=1C=CC2=C(C(C(=C(O2)C2=CC(=C(C=C2)OC)OC)O)=O)C1